C(C)OC(=O)C1=C(C2=C(CN(C2=O)CC2=CC=CC=C2)S1)OCC 5-benzyl-3-ethoxy-4-oxo-5,6-dihydro-4H-thieno[2,3-c]pyrrole-2-carboxylic acid ethyl ester